BrC1=C(C(=NC(=C1C(=O)NC(=N)SC)Cl)Cl)F methyl (4-bromo-2,6-dichloro-5-fluoronicotinoyl)carbamimidothioate